COC([C@@H](NC(C(F)(F)F)C1=CC(=C(C=C1)C1=C(C=CC(=C1)N1CCOCC1)OCOC)F)CC(C)C)=O (2,2,2-trifluoro-1-(2-fluoro-2'-(methoxymethoxy)-5'-morpholino-[1,1'-biphenyl]-4-yl)ethyl)-L-leucine methyl ester